3-(2-chlorophenyl)-5,5-difluoro-6,7-dihydro-4H-pyrazolo[1,5-a]pyridine-2-carboxylic acid ClC1=C(C=CC=C1)C=1C(=NN2C1CC(CC2)(F)F)C(=O)O